(oxetan-2-ylmethyl)benzene-1,2-diamine O1C(CC1)CC1=C(C(=CC=C1)N)N